N-acetoxy-N-{3-[9-ethyl-6-(naphthalene-1-carbonyl)-9H-carbazol-3-yl]-1-methyl-3-acetoxyiminopropyl}acetamide C(C)(=O)ON(C(C)=O)C(CC(=NOC(C)=O)C=1C=CC=2N(C3=CC=C(C=C3C2C1)C(=O)C1=CC=CC2=CC=CC=C12)CC)C